2-chloro-9-isopropyl-N-((2-(4-methoxypiperidin-1-yl)pyridin-3-yl)methyl)-9H-purin-6-amine ClC1=NC(=C2N=CN(C2=N1)C(C)C)NCC=1C(=NC=CC1)N1CCC(CC1)OC